iron(III) dichloride [Fe+](Cl)Cl